(6S)-6-{2-Chloro-3-[4-(trifluoromethyl)anilino]-phenyl}-3-(3-hydroxy-3-methyl-cyclobutyl)-2-imino-6-methyl-hexahydropyrimidin-4-one ClC1=C(C=CC=C1NC1=CC=C(C=C1)C(F)(F)F)[C@@]1(CC(N(C(N1)=N)C1CC(C1)(C)O)=O)C